NC=1N=C(C(=NC1)C#N)C1=CC=C(C=C1)C(C)(C)C 5-amino-3-(4-(tert-butyl)phenyl)pyrazine-2-carbonitrile